tert-Butyl 3-((1-(2,4-dichlorophenyl)cyclopropyl)methoxy)azetidine-1-carboxylate ClC1=C(C=CC(=C1)Cl)C1(CC1)COC1CN(C1)C(=O)OC(C)(C)C